tert-butyl 5-acetamido-3-(6-(2-fluoropropan-2-yl)pyrazin-2-yl)-1H-pyrrolo[2,3-c]pyridine-1-carboxylate C(C)(=O)NC=1C=C2C(=CN1)N(C=C2C2=NC(=CN=C2)C(C)(C)F)C(=O)OC(C)(C)C